C(C)(C)(C)OC(=O)N1C2(CC2)CC[C@H]1C(=O)OC methyl (S)-4-(tert-butyloxycarbonyl)-4-azaspiro[2.4]heptan-5-formate